C(C)(C)(C)[C@@H]1CC=2C=C(C(=NC2C(C1)=NO)Cl)OCCCOC |r| (RS)-6-(tert-Butyl)-2-chloro-3-(3-methoxypropoxy)-6,7-dihydroquinolin-8(5H)-one oxime